C(C)N(C(=O)N[C@H](C(F)(F)F)CCC(F)(F)F)[C@H](C(F)(F)F)C1=NC=C(C(=C1)C1=NC=2N(C(=C1)OC)N=CC2)OC 1-ethyl-3-((S)-1,1,1,5,5,5-hexafluoropentan-2-yl)-1-((S)-2,2,2-trifluoro-1-(5-methoxy-4-(7-methoxypyrazolo[1,5-a]pyrimidin-5-yl)pyridin-2-yl)ethyl)urea